C(C)(C)(C)OC(=O)N(CC#CC1=CC(=C(OCCCC2=C(N=C(S2)N(C)C=2N=NC(=C(C2)C(F)(F)F)Cl)C(=O)OC)C=C1)F)C methyl 5-[3-[4-[3-[tert-butoxycarbonyl(methyl)amino]prop-1-ynyl]-2-fluoro-phenoxy]propyl]-2-[[6-chloro-5-(trifluoromethyl)pyridazin-3-yl]-methyl-amino]thiazole-4-carboxylate